4,5,6,7-TETRAHYDROBENZOFURAN-2-SULFONAMIDE O1C(=CC2=C1CCCC2)S(=O)(=O)N